C(#N)C(CNC=1C(=CC=C2C=CC(=CC12)C1=CC=CC(=N1)C(=O)N[C@H]1[C@H](CN(CC1)C)F)OC)=C 6-{8-[(2-cyano-2-methylideneethyl)amino]-7-methoxynaphthalen-2-yl}-N-[(3S,4R)-3-fluoro-1-methylpiperidin-4-yl]pyridine-2-carboxamide